OC1=C(C(=CC2=C1C(C=C(O2)C2=CC=CC=C2)=O)OCOC)OC 5-hydroxy-6-methoxy-7-(methoxymethoxy)-2-phenyl-4H-1-benzopyran-4-one